CC1(C(N(OC1)CC1=CC=C(C=C1)C1=NOC(=N1)C(F)(F)F)=O)C 4,4-di-methyl-2-[[4-(5-(trifluoromethyl)-1,2,4-oxadiazol-3-yl)phenyl]methyl]isoxazolidin-3-one